CN1C(=CC=C1)C=1C=NC=CC1 3-(1-methylpyrrole-2-yl)pyridine